[C@H]1(C(CCC2CCCC=C12)O)C1=CC=CC2=CC=CC=C12 |r| (R/S)-octahydrobinaphthol